2-(8(Z)-heptadecenyl)-3-(2-hydroxyethyl)imidazolinium chloride [Cl-].C(CCCCCC\C=C/CCCCCCCC)C1[NH2+]CCN1CCO